FC(COC=1C=C(CN(C(CN(S(=O)(=O)C2=C(C(=C(C(=C2F)F)F)F)F)CC2=CC=C(C=C2)Cl)=O)C2=CC(=C(C(=O)O)C=C2)O)C=C(C1)OCC(F)(F)F)(F)F 4-(N-(3,5-bis(2,2,2-trifluoroethoxy)benzyl)-2-(N-(4-chlorobenzyl)-(2,3,4,5,6-pentafluorophenyl)sulfonamido)acetamido)-2-hydroxybenzoic acid